FC1=C(C=CC=C1)COC=1C=CC2=C(C(=C(S2)C)C(=O)NC2(CCOCC2)CO)C1 5-[(2-fluorophenyl)methoxy]-N-[4-(hydroxymethyl)oxan-4-yl]-2-methyl-1-benzothiophene-3-carboxamide